tert-butyl 4-(7-(1-methyl-1H-pyrazol-4-yl)imidazo[1,2-c]pyrimidin-3-yl)piperazine-1-carboxylate CN1N=CC(=C1)C1=CC=2N(C=N1)C(=CN2)N2CCN(CC2)C(=O)OC(C)(C)C